COC1=CC=C(C=C1)C(OC[C@@H]1[C@H](C[C@@H](O1)N1C=2N=CNC(C2NC1=O)=O)O)(C1=CC=CC=C1)C1=CC=C(C=C1)OC 9-((2R,4S,5R)-5-((bis(4-methoxyphenyl)(phenyl)methoxy)methyl)-4-hydroxytetrahydrofuran-2-yl)-7,9-dihydro-1H-purine-6,8-dione